8-((2s,5r)-4-(1-(4-fluorophenyl)-2-(4-methylpiperazin-1-yl)-2-oxoethyl)-2,5-dimethylpiperazin-1-yl)-5-methyl-6-oxo-5,6-dihydro-1,5-naphthyridine-2-carbonitrile FC1=CC=C(C=C1)C(C(=O)N1CCN(CC1)C)N1C[C@@H](N(C[C@H]1C)C1=CC(N(C=2C=CC(=NC12)C#N)C)=O)C